C(CCC)C1=NC(=NC(=N1)Cl)Cl butyl-4,6-dichloro-1,3,5-triazine